racemic-tert-butyl ((1R,2R)-1-(2-bromo-6-chloropyridin-4-yl)-1-hydroxypropan-2-yl)(2-hydroxyethyl)carbamate BrC1=NC(=CC(=C1)[C@H]([C@@H](C)N(C(OC(C)(C)C)=O)CCO)O)Cl |r|